[9-(4-chlorophenyl)-8-(6-cyano-3-pyridyl)-2-[(3R)-3-hydroxypyrrolidin-1-yl]purin-6-yl]-4-methyl-piperidine-4-carboxamide ClC1=CC=C(C=C1)N1C2=NC(=NC(=C2N=C1C=1C=NC(=CC1)C#N)N1CCC(CC1)(C(=O)N)C)N1C[C@@H](CC1)O